OC=1C(=CC2=C(NC(CO2)=O)C1)NCC=1C=C(C(=O)NC=2C=NC=CC2)C=CC1 3-{[(6-Hydroxy-3-oxo-3,4-dihydro-2H-1,4-benzoxazin-7-yl)amino]methyl}-N-(pyridin-3-yl)benzamid